[C@@]12(C(=O)CC(CC1)C2(C)C)C (1S)-camphor